C(#N)C1CCS(CC1)=NS(=O)(=O)C1=CC=C(C=C1)C N-(4-cyanotetrahydro-2H-1λ4-thiopyran-1-ylidene)-4-methylbenzenesulfonamide